4-[(3-chloro-4-fluorophenyl)amino]-6-{1-[2-(2-oxopyrrolidin-1-yl)ethyl]-piperidin-4-yloxy}-7-methoxy-quinazoline ClC=1C=C(C=CC1F)NC1=NC=NC2=CC(=C(C=C12)OC1CCN(CC1)CCN1C(CCC1)=O)OC